1,1-bis(3-allyl-4-hydroxyphenyl)cyclohexane C(C=C)C=1C=C(C=CC1O)C1(CCCCC1)C1=CC(=C(C=C1)O)CC=C